N-(5-(5-Chloro-4-fluoro-1H-pyrazol-1-yl)-1,3,4-thiadiazol-2-yl)-5-methoxy-4-(2-methoxyethylamino)-6-oxo-6H-pyran-2-carboxamide ClC1=C(C=NN1C1=NN=C(S1)NC(=O)C=1OC(C(=C(C1)NCCOC)OC)=O)F